C(CCC)(=O)N[C@H](C(=O)O)CCC(=O)N[C@@H](CS)C(=O)NCC(=O)O butyroyl-glutathione